ClC=1C(=CC2=C(N(C[C@H](N(S2(=O)=O)C)C2CCCCC2)C2=CC=CC=C2)C1)C=1C=CC(=C(C(=O)OC)C1)F methyl (R)-5-(7-chloro-3-cyclohexyl-2-methyl-1,1-dioxido-5-phenyl-2,3,4,5-tetrahydrobenzo[f][1,2,5]thiadiazepin-8-yl)-2-fluorobenzoate